ClC=1N=CC2=C(N1)C(=NN2C)C2=CCC(CC2)(F)F 5-chloro-3-(4,4-difluorocyclohex-1-en-1-yl)-1-methylpyrazolo[4,3-d]pyrimidine